ClC=1C=C(C=CC1C(=O)N1CCN(CC1)C(=O)[C@H]1[N+](C[C@@H](C1)O)(C)C)NC(=O)C=1N(C(=CN1)C1=C(C(=C(C=C1)OCF)F)F)C N-[3-chloro-4-[4-[(2S,4R)-4-hydroxy-1,1-dimethyl-pyrrolidin-1-ium-2-carbonyl]piperazine-1-carbonyl]phenyl]-5-[2,3-difluoro-4-(fluoromethoxy)phenyl]-1-methyl-imidazole-2-carboxamide